pentylbenzoic anhydride C(CCCC)C1=C(C(=O)OC(C2=C(C=CC=C2)CCCCC)=O)C=CC=C1